FC(C1=CC=C(C=C1)COC=1C=C2C(=CNC2=CC1)NC(=O)C1CC2(CC2)C1)(F)F N-(5-{[4-(tri-fluoromethyl)-phenyl]methoxy}-1H-indol-3-yl)-spiro[2.3]hexane-5-carboxamide